CN(C(C(=O)NC=1C=C2CC(CC2=C(C1)F)CN1CCC2(CN(C(O2)=O)C2=NC3=C(OCC(N3)=O)N=C2)CC1)(C)C)C 2-(dimethylamino)-N-[7-fluoro-2-[[2-oxo-3-(3-oxo-4H-pyrazino[2,3-b][1,4]oxazin-6-yl)-1-oxa-3,8-diazaspiro[4.5]decan-8-yl]methyl]indan-5-yl]-2-methyl-propionamide